2-phenoxy-4-(3-(2-methylphenyl)acryloylamino)benzoic acid O(C1=CC=CC=C1)C1=C(C(=O)O)C=CC(=C1)NC(C=CC1=C(C=CC=C1)C)=O